Isodecyl-acrylat C(CCCCCCC(C)C)OC(C=C)=O